NC1(CC=CC1)C(=O)O 1-AMINOCYCLOPENT-3-ENECARBOXYLIC ACID